BrC=1C=C2C=C(NC2=CC1)C1=C(C=CC2=CC=CC=C12)O 1-(5-bromo-1H-indol-2-yl)naphthalene-2-ol